1,2,3,4,5,6,7,8-Octahydro-8,8-dimethyl-2-naphthaldehyd CC1(CCCC=2CCC(CC12)C=O)C